[Mg+2].C1(=CC=CC=C1)S(=O)(=O)[O-].C1(=CC=CC=C1)S(=O)(=O)[O-] benzenesulfonate magnesium salt